[N+](=O)([O-])C1=NC=CC=C1NC 2-nitro-3-methylamino-pyridine